3-(3-chloro-5-cyclopropyl-5H-pyrrolo[3,2-c]pyridazin-6-yl)pyrrolidine-1-carboxylic acid tert-butyl ester C(C)(C)(C)OC(=O)N1CC(CC1)C1=CC=2N=NC(=CC2N1C1CC1)Cl